(S)-2-methyl-cysteine hydrochloride Cl.C[C@@](N)(CS)C(=O)O